hexabutyl-distannoxane C(CCC)[Sn](O[Sn](CCCC)(CCCC)CCCC)(CCCC)CCCC